5-(3-bromo-5-chlorophenyl)-3,6-dihydro-1,4-oxazine BrC=1C=C(C=C(C1)Cl)C1=NCCOC1